The molecule is an anthraquinone that is 9,10-anthraquinone in which the hydrogen at position 2 is substituted by a methyl group. It derives from a 9,10-anthraquinone. CC1=CC2=C(C=C1)C(=O)C3=CC=CC=C3C2=O